2-(4-(methylthio)phenyl)-4-phenylpentanedioic acid CSC1=CC=C(C=C1)C(C(=O)O)CC(C(=O)O)C1=CC=CC=C1